gamma-crotonolactone C1(C=CCO1)=O